C(\C=C\C)(=O)C1C(NC(NC1=O)=S)=O crotonyl-thiobarbituric acid